3-(4-(4-(4-fluorobenzyl)piperidin-1-yl)-4-oxobutyl)-9-methylpyrimido[5,4-c]quinolin-4(3H)-one FC1=CC=C(CC2CCN(CC2)C(CCCN2C=NC3=C(C=NC=4C=CC(=CC34)C)C2=O)=O)C=C1